2-((1-(3-fluoropyridin-2-yl)ethyl)(pyrazolo[1,5-a]pyridin-6-ylmethyl)amino)-2-oxoacetic acid FC=1C(=NC=CC1)C(C)N(C(C(=O)O)=O)CC=1C=CC=2N(C1)N=CC2